NC1=NC=2C=CC(=CC2C2=C1N(N=C2)C)C(=O)N2[C@H](COCC2)C2=CC=C(C=C2)C(F)(F)F (4-amino-3-methyl-3H-pyrazolo[3,4-c]quinolin-8-yl)((3S)-3-(4-(trifluoromethyl)phenyl)-4-morpholinyl)methanone